6-(1-((((2-(2,6-dioxopiperidin-3-yl)-1-oxoisoindol-5-yl)methyl)amino)-2,2,2-trifluoroethyl)pyridazin-3-yl)-2,6-diazaspiro[3.4]octan-2-carboxylate O=C1NC(CCC1N1C(C2=CC=C(C=C2C1)CNC(C(F)(F)F)N1NC(=CC=C1)N1CC2(CN(C2)C(=O)[O-])CC1)=O)=O